5-n-undecyl-6-hydroxy-4,7-dioxobenzothiazole CCCCCCCCCCCC1=C(C2=C(C(=O)C1=O)SC=N2)O